C(\C=C/C(=O)[O-])(=O)OCCC=CCCCCCC mono-3-decenyl maleate